NC1=C(C=2C(=NC(=CC2)Cl)N1C1=C(C(=CC=C1C)O)C)C#N 2-amino-6-chloro-1-(3-hydroxy-2,6-dimethylphenyl)-1H-pyrrolo[2,3-b]pyridine-3-carbonitrile